C(C)(=O)OC=1C2=CC=CC=C2C(=C2C=CC=CC12)OC(C)=O 9,10-bis(acetyloxy)anthracene